3-(2-carboxy-5-{[imino(methyl)methylidene-λ6-sulfanyl]carbamoyl}benzamido)-2',4'-dichloro-[1,1'-biphenyl]-4-carboxylic acid C(=O)(O)C1=C(C(=O)NC=2C=C(C=CC2C(=O)O)C2=C(C=C(C=C2)Cl)Cl)C=C(C=C1)C(NS(=C)(C)=N)=O